Hendecyltriphenylphosphonium Bromide [Br-].C(CCCCCCCCCC)[P+](C1=CC=CC=C1)(C1=CC=CC=C1)C1=CC=CC=C1